FC(C(=O)O)(F)F.C(C)(=O)N[C@@H](CCCCN)C(=O)N[C@@H](C(C)C)C(=O)N[C@@H](C)C(=O)NCCCN(C(CO)=O)[C@H](C(C)(C)C)C=1N(C=C(C1)C1=C(C=CC(=C1)F)F)CC1=CC=CC=C1 N2-acetyl-L-lysyl-L-valyl-N-{3-[{(1R)-1-[1-benzyl-4-(2,5-difluorophenyl)-1H-pyrrol-2-yl]-2,2-dimethylpropyl}(glycoloyl)amino]propyl}-L-alaninamide trifluoroacetate